(S)-N-{(S)-2-[6-bromopyridine-2-yl]-1-[2-(1-isopropyl-1H-indazol-3-yl)phenyl]ethyl}-2-methylpropane-2-sulfinamide BrC1=CC=CC(=N1)C[C@@H](C1=C(C=CC=C1)C1=NN(C2=CC=CC=C12)C(C)C)N[S@@](=O)C(C)(C)C